(3S)-3-({6-cyclopropyl-2-(ethanesulfonyl)-7-[6-fluoro-5-methyl-2-(triphenylmethyl)-2H-indazol-4-yl]-8-[(1S)-1-phenylethoxy]quinolin-4-yl}oxy)pyrrolidine-1-carboxylate C1(CC1)C=1C=C2C(=CC(=NC2=C(C1C=1C2=CN(N=C2C=C(C1C)F)C(C1=CC=CC=C1)(C1=CC=CC=C1)C1=CC=CC=C1)O[C@@H](C)C1=CC=CC=C1)S(=O)(=O)CC)O[C@@H]1CN(CC1)C(=O)[O-]